1-phenyl-3,3-dicarboxylcyclopropene C1(=CC=CC=C1)C1=CC1(C(=O)O)C(=O)O